C(C)(C)(C)OC(=O)N1CC(C1)C1=CC=C(CN2C[C@H](CC2)C(=O)OC)C=C1 methyl (S)-1-(4-(1-(tert-butoxycarbonyl)azetidin-3-yl)benzyl)-pyrrolidine-3-carboxylate